CC(C)(C)[O-].C[Al+]C dimethyl-aluminum t-butoxide